FC1CN(CCC1NC1=NC=C(C=N1)C#N)S(=O)(=O)C=1C=NN(C1)C 2-((3-fluoro-1-((1-methyl-1H-pyrazol-4-yl)sulfonyl)piperidin-4-yl)amino)pyrimidine-5-carbonitrile